CN1CCN(CC1)C(=O)OC1=C(C(=CC(=C1)CCCCC)OC(=O)N1CCN(CC1)C)CC=C(CCC=C(C)C)C 2-(3,7-dimethylocta-2,6-dien-1-yl)-5-pentyl-1,3-phenylene bis(4-methyl piperazine-1-carboxylate)